ethyl p-hydroxybenzoate (ethyl para-hydroxybenzoate) C(C)C1=C(C(=O)O)C=CC(=C1)O.OC1=CC=C(C(=O)OCC)C=C1